F[Si](C(C(C(C(C(C(C(C(F)(F)F)(F)F)(F)F)(F)F)(F)F)(F)F)(F)F)(F)F)(F)F perfluoro-octylsilane